2-[4-(2-{5-[(3R,5R)-3-amino-5-fluoropiperidine-1-carbonyl]-7-methoxy-1-methyl-1H-1,3-benzodiazol-2-yl}-1-(cyclopropylmethyl)-1H-pyrrolo[2,3-b]pyridin-6-yl)phenoxy]ethan-1-ol N[C@H]1CN(C[C@@H](C1)F)C(=O)C1=CC2=C(N(C(=N2)C2=CC=3C(=NC(=CC3)C3=CC=C(OCCO)C=C3)N2CC2CC2)C)C(=C1)OC